4-(4-(tert-butyl)-1H-imidazol-1-yl)-3-fluoro-5-(2-trityl-2H-tetrazol-5-yl)phenylamine C(C)(C)(C)C=1N=CN(C1)C1=C(C=C(C=C1C=1N=NN(N1)C(C1=CC=CC=C1)(C1=CC=CC=C1)C1=CC=CC=C1)N)F